C(#N)C=1C=CC(=NC1OCCN(C)C)NC(C1=CN=C(C=C1)C1=C(C=C(C=C1)C1=NOC(=N1)C)F)=O N-(5-cyano-6-(2-(dimethylamino)ethoxy)pyridin-2-yl)-6-(2-fluoro-4-(5-methyl-1,2,4-oxadiazol-3-yl)phenyl)nicotinamide